8-chloro-2'-deoxyadenosine ClC=1N([C@H]2C[C@H](O)[C@@H](CO)O2)C=2N=CN=C(C2N1)N